Methyl 2-methyl-6-morpholino-5-nitro-2,3-dihydrobenzofuran-2-carboxylate CC1(OC2=C(C1)C=C(C(=C2)N2CCOCC2)[N+](=O)[O-])C(=O)OC